(1S,2R)-2-[(5R)-5H-Imidazo[4,3-a]isoindol-5-yl]-7-methansulfonyl-7-azaspiro[3.5]nonan-1-ol C=1N=CN2C1C1=CC=CC=C1[C@H]2[C@@H]2[C@@H](C1(C2)CCN(CC1)S(=O)(=O)C)O